P(=O)(O)(O)O.C(C=C)(=O)N ACRYLAMIDE DIHYDROGEN PHOSPHATE